N-(5-Hydroxy-2,4-bis(tris(methyl-d3)silyl)phenyl)-4-oxo-1,4-dihydroquinoline-3-carboxamide OC=1C(=CC(=C(C1)NC(=O)C1=CNC2=CC=CC=C2C1=O)[Si](C([2H])([2H])[2H])(C([2H])([2H])[2H])C([2H])([2H])[2H])[Si](C([2H])([2H])[2H])(C([2H])([2H])[2H])C([2H])([2H])[2H]